2-((2S,4S)-5-chloro-6-fluoro-2-(((2-methoxyethyl)amino)methyl)-2-phenyl-2,3-dihydro-benzofuran-4-yl)-4-(difluoromethoxy)-3-fluorobenzamide ClC=1C(=CC2=C(C[C@](O2)(C2=CC=CC=C2)CNCCOC)C1C1=C(C(=O)N)C=CC(=C1F)OC(F)F)F